CC(C)(COP(=O)([O-])OP(=O)([O-])OC[C@@H]1[C@H]([C@H]([C@@H](O1)N2C=NC3=C(N=CN=C32)N)O)OP(=O)([O-])[O-])[C@H](C(=O)NCCC(=O)NCCSC(=O)C4=CC=CC=C4NC)O The molecule is an acylCoA(4-) that is the tetraanion of N-methylanthraniloyl-CoA, arising from deprotonation of the phosphate and diphosphate OH groups. It is a conjugate base of a N-methylanthraniloyl-CoA.